5,5-Dipropyl-1,3-dioxan-2-on C(CC)C1(COC(OC1)=O)CCC